NCCCS(=O)(=O)[O-].[Na+] sodium 3-amino-1-propanesulfonate